(20R)-3-ethyl-17-fluoro-11-methoxy-20-methyl-21-oxa-3,4,12,24-tetraazapentacyclo[20.3.1.02,6.08,13.014,19]hexacosa-1(25),2(6),4,8(13),9,11,14,16,18,22(26),23-undecaen-23-amine C(C)N1C=2C3=CN=C(C(O[C@@H](C4=CC(=CC=C4C=4N=C(C=CC4CC2C=N1)OC)F)C)=C3)N